C(C)C1OC2=CC(=CC=C2C(C1)=O)OCC1=CC(=NC=C1)C 2-ethyl-7-((2-methylpyridin-4-yl)methoxy)chroman-4-one